ClC=1C=C(C=CC1)C1=CN=CC(=N1)C(=O)N/N=C/C1=CC(=CC(=C1)OC)OC (E)-6-(3-chlorophenyl)-N'-(3,5-dimethoxybenzylidene)pyrazine-2-carbohydrazide